4-(8-cyclopropyl-9-(4-methoxyphenyl)-4-methyl-3-oxo-1,3,4,7-tetrahydro-2H-pyrrolo[3',2':5,6]pyrido[3,4-d]pyrimidin-2-yl)benzoic acid C1(CC1)C1=C(C2=C(N=CC=3N(C(N(CC32)C3=CC=C(C(=O)O)C=C3)=O)C)N1)C1=CC=C(C=C1)OC